FC(C(C(C(F)(F)F)(F)F)(F)F)(S(=O)(=O)F)F perfluorobutanesulfonyl fluoride